N-(2-(2-(cyclopropanesulfonamido)-5-methylthiazol-4-yl)propan-2-yl)-5-(6-ethoxypyrazin-2-yl)picolinamide C1(CC1)S(=O)(=O)NC=1SC(=C(N1)C(C)(C)NC(C1=NC=C(C=C1)C1=NC(=CN=C1)OCC)=O)C